N-(5-(3-hydroxypyrrolidin-1-yl)-2-morpholinooxazolo[4,5-b]pyridin-6-yl)-2-(6-methoxypyridin-3-yl)oxazole-4-carboxamide OC1CN(CC1)C1=C(C=C2C(=N1)N=C(O2)N2CCOCC2)NC(=O)C=2N=C(OC2)C=2C=NC(=CC2)OC